2-(6-(4-(tert-Butyloxycarbonyl)piperazin-1-yl)-5-ethyl-2-(1-methyl-1H-pyrazol-4-yl)-7-oxo-[1,2,4]triazolo[1,5-a]pyrimidin-4(7H)-yl)acetic acid C(C)(C)(C)OC(=O)N1CCN(CC1)C1=C(N(C=2N(C1=O)N=C(N2)C=2C=NN(C2)C)CC(=O)O)CC